C(C)OCC=1C=C2N(C3=CC=C(C=C3N=C2N)C2=CC=NN2)C1 2-(ethoxymethyl)-7-(1H-pyrazol-5-yl)pyrrolo[1,2-a]quinoxalin-4-amine